OCN1N=CN=C1 1-hydroxymethyl-1,2,4-triazole